6-(cyclopropanecarboxamido)-4-((3-(5-(dicyclopropylphosphoryl)-1-methyl-1H-pyrazol-3-yl)-2-methoxyphenyl)amino)pyridazine-3-carboxamide C1(CC1)C(=O)NC1=CC(=C(N=N1)C(=O)N)NC1=C(C(=CC=C1)C1=NN(C(=C1)P(=O)(C1CC1)C1CC1)C)OC